N(=C=O)CCCC(C)N=C=O γ-isocyanatopropylethyl Isocyanate